1-[3-(azepin-1-yl)phenyl]-3-(4-chlorophenyl)urea N1(C=CC=CC=C1)C=1C=C(C=CC1)NC(=O)NC1=CC=C(C=C1)Cl